iodomercaptocholine ISOCC[N+](C)(C)C